S1C=CC2=C1CNC[C@@H]2C=2C=C(C(=CC2)O)O (R)-4-(4,5,6,7-tetrahydrothieno[2,3-c]pyridin-4-yl)benzene-1,2-diol